N-(6-(5-chlorobenzo[d]oxazol-2-yl)spiro[3.3]heptan-2-yl)-3-methyltetrahydrothiophene-3-carboxamide 1,1-dioxide ClC=1C=CC2=C(N=C(O2)C2CC3(CC(C3)NC(=O)C3(CS(CC3)(=O)=O)C)C2)C1